undecanedione CCCCCCCCC(=O)C(=O)C